methyl 4-(2-(5-cyclopropyl-3,3-dimethyl-2-oxoindol-1-yl) acetamido)-4-methylpentanoate C1(CC1)C=1C=C2C(C(N(C2=CC1)CC(=O)NC(CCC(=O)OC)(C)C)=O)(C)C